FC=1C(=CC(=NC1)OC)[C@H](C(=S)N1C[C@@]2(NC3=NC(=C(C=C3CC2)C2=NC=CC=N2)C)CC1)C (R)-2-(5-fluoro-2-methoxypyridin-4-yl)-1-((S)-7'-methyl-6'-(pyrimidin-2-yl)-3',4'-dihydro-1'H-spiro[pyrrolidine-3,2'-[1,8]naphthyridine]-1-yl)propane-1-thione